C1(CCCCC1)CCNC(=O)C1=CC2=C(SC3=C(C(N2)=O)C=CC(=C3)C(=O)N(C)C)C=C1 N8-(2-cyclohexylethyl)-N3,N3-dimethyl-11-oxo-10,11-dihydrodibenzo[b,f][1,4]thiazepine-3,8-dicarboxamide